ClC1=CN(C=C1)C1=CC=CC=C1 3-Chloro-1-phenyl-1H-pyrrole